C1(=CC=CC=C1)[Si]([Si]([Si](OCC)(OCC)OCC)(OCC)C=C)(C=C)C1=CC=CC=C1 diphenyldivinyltetraethoxytrisilane